BrC=1C=C(CC2=NNC(C3=CC=C(C=C23)Cl)=O)C=CC1F 4-(3-bromo-4-fluorobenzyl)-6-chlorophthalazin-1(2H)-one